ClC1=CC=C(C=C1)C1=NC(=NC(=N1)C1=CC(=CC(=C1)C)C)C1=CC(=CC(=C1)C)C 2-(4-chlorophenyl)-4,6-bis(3,5-dimethylphenyl)-1,3,5-triazine